N-methyl-L-ornithine CN[C@@H](CCCN)C(=O)O